(S)-1-(2-((1-(2,2-difluoroethyl)-1H-pyrazol-4-yl)sulfonyl)-2,6-dihydropyrrolo[3,4-c]pyrazol-5(4H)-yl)-3-hydroxy-2-(2-(2-methoxyethoxy)phenyl)propan-1-one FC(CN1N=CC(=C1)S(=O)(=O)N1N=C2C(=C1)CN(C2)C([C@H](CO)C2=C(C=CC=C2)OCCOC)=O)F